C(C)(C)(C)N1N=C(C=C1NC=1C=C2CCCSC2=CC1)[C@@H]1C[C@@H](CC1)O 6-((1-(tert-butyl)-3-((1S,3R)-3-hydroxycyclopentyl)-1H-pyrazol-5-yl)amino)thiochroman